C(C)(C)(C)OC(=O)N1CCC(CC1)NC1=CC(=NC(=N1)Cl)C(=O)OC Methyl 6-((1-(tert-butoxycarbonyl)piperidin-4-yl)amino)-2-chloropyrimidine-4-carboxylate